C(C)(C)(C)C=1C(=C(C=CC1C)N1N=C2C(=N1)C=CC(=C2)Cl)O 2-(3-tert-butyl-2-hydroxy-methylphenyl)-5-chloro-2H-benzotriazole